CC1=CC=C(C=C1N=C=O)SSC1=CC=C(C(=C1)N=C=O)C bis(4-methyl-5-isocyanatophenyl) disulfide